C12N(CC(NC1)CC2)C=2C1=C(N=C(N2)OC[C@H]2N(CCC2)C)C(N(CC1)C1=CC(=CC2=CC=C(C(=C12)F)F)O)=O 4-(2,5-Diazabicyclo[2.2.2]octan-2-yl)-7-(7,8-difluoro-3-hydroxynaphthalen-1-yl)-2-(((S)-1-methylpyrrolidin-2-yl)methoxy)-6,7-dihydropyrido[3,4-d]pyrimidin-8(5H)-one